[Si](C)(C)(C(C)(C)C)OCCN1CC(C1)N1C=C(C(C2=CC(=C(C=C12)N1[C@H](CCC1)COC1=NC=CC=C1Cl)Cl)=O)C(=O)OCC ethyl 1-(1-{2-[(tert-butyldimethylsilyl)oxy] ethyl}azetidin-3-yl)-6-chloro-7-[(2R)-2-{[(3-chloropyridin-2-yl)oxy]methyl}pyrrolidin-1-yl]-4-oxo-1,4-dihydroquinoline-3-carboxylate